3-(1,2-dimethyl-1H-imidazol-5-yl)-1-(thiazol-2-yl)prop-2-en-1-one Tert-butyl-3-((6-chloro-5-fluoropyridin-3-yl)methylene)azetidine-1-carboxylate C(C)(C)(C)OC(=O)N1CC(C1)=CC=1C=NC(=C(C1)F)Cl.CN1C(=NC=C1C=CC(=O)C=1SC=CN1)C